BrC=1C(=C(SC1[N+](=O)[O-])C(=O)OCC)C(=O)O 4-bromo-2-(ethoxycarbonyl)-5-nitrothiophene-3-carboxylic acid